2-(6-bromo-2,3-dimethylphenyl)-4-methyl-1H-imidazole BrC1=CC=C(C(=C1C=1NC=C(N1)C)C)C